1-hydroxy-2-naphthoic acid OC1=C(C=CC2=CC=CC=C12)C(=O)O